COC1=CC=C(C(=N1)C)N1CN(C2=CC=C(C=C2C1=O)OC(F)(F)F)C1=C(C=C(C#N)C=C1)C 4-(3-(6-methoxy-2-methylpyridin-3-yl)-4-oxo-6-(trifluorometh-oxy)-3,4-dihydroquinazolin-1(2H)-yl)-3-methylbenzonitrile